C1(CC1)C=1C=CC(=NC1C(F)(F)F)CO (5-cyclopropyl-6-(trifluoromethyl)pyridin-2-yl)methanol